P1(OCCCCCO1)=O pentylene phosphonate